4-[[4-amino-8-(trans-4-aminocyclohexyloxy)-5,5-dimethyl-6H-benzo[H]quinazolin-7-yl]-methyl-amino]-2-methyl-butan-2-ol NC1=NC=NC=2C3=C(CC(C12)(C)C)C(=C(C=C3)O[C@@H]3CC[C@H](CC3)N)N(CCC(C)(O)C)C